ClC1=C(C=CC=C1)N1C(N=C(C2=CC=C(C=C12)OC(F)(F)F)N[C@H]1[C@H](C1)F)=O 1-(2-chlorophenyl)-4-(((1R,2S)-2-fluorocyclopropyl)amino)-7-(trifluoromethoxy)-quinazolin-2(1H)-one